N[C@@H]1CN(C[C@@H](C1)N)C(=O)C1=CC2=C(N(C(=N2)C=2N(C3=CC=CC=C3C2)CC)C)C=C1 |r| (+/-)-((cis)-3,5-diaminopiperidin-1-yl)(2-(1-ethyl-1H-indol-2-yl)-1-methyl-1H-benzo[d]imidazol-5-yl)methanone